CNC1CN(CCC1)C1=C2C(=NC=C1)NC=C2C=2C=NC=NC2 N-methyl-1-(3-pyrimidin-5-yl-1H-pyrrolo[2,3-b]pyridin-4-yl)piperidin-3-amine